4-([1,1'-biphenyl]-4-yl-(4-bromophenyl)amino)benzaldehyde C1(=CC=C(C=C1)N(C1=CC=C(C=O)C=C1)C1=CC=C(C=C1)Br)C1=CC=CC=C1